C(C)(C)N(C(C1=C(C=C(C=C1)F)[C@H](C)O)=O)C(C)C (S)-N,N-diisopropyl-4-fluoro-2-(1-hydroxyethyl)benzamide